C(C)(C)O s-propanol